CC(CCCCC)=O trans-2-heptanone